N-ethyl-N-((6-vinylpyridin-3-yl)methyl)ethylamine C(C)N(CC=1C=NC(=CC1)C=C)CC